C(C)S(=O)(=O)C1=CC=C(C=C1)[C@H](CNC(=O)N)NC(OCC1=CC=CC=C1)=O benzyl (R)-(1-(4-(ethylsulfonyl)phenyl)-2-ureidoethyl)carbamate